O1C(=CC=C1)/C=C/[C@@]1(CC[C@@]2([C@H]3CC[C@@]4([C@H](CC[C@H]4[C@@H]3CC[C@@H]2C1)[C@@H](CCC(=O)O)C)C)C)O (R)-4-((3S,5R,8R,9S,10S,13R,14S,17R)-3-((E)-2-(furan-2-yl)vinyl)-3-hydroxy-10,13-dimethylhexadecahydro-1H-cyclopenta[a]phenanthren-17-yl)pentanoic acid